BrC=1C=CC=2N(C1)C(=NC2C)C 6-bromo-1,3-dimethylimidazo[1,5-a]pyridine